C1(=CC=CC=C1)C#CC phenyl-1-propyne